4-(6-bromo-3,5-dihydro-2H-4,1-benzoxazepin-1-yl)-5,6-difluoro-1-(trideuteriomethyl)quinazolin-2-one BrC1=CC=CC2=C1COCCN2C2=NC(N(C1=CC=C(C(=C21)F)F)C([2H])([2H])[2H])=O